[Si](C)(C)(C(C)(C)C)OC=1C=CC(=NC1)NS(=O)(=O)N1CCC(CC1)C1=CC=C(C=C1)Cl N-[5-[(tert-butyldimethylsilyl)oxy]pyridin-2-yl]-4-(4-chlorophenyl)piperidine-1-sulfonamide